ClC=1C(=CC2=C(N=CN=C2N[C@H](C)C2=C(C(=CC=C2)C(C2CCN(CC2)C(C)C)(F)F)F)N1)N1CCN(CC1)C(C)C (R)-7-chloro-N-(1-(3-(difluoro(1-isopropylpiperidin-4-yl)methyl)-2-fluorophenyl)ethyl)-6-(4-isopropylpiperazin-1-yl)pyrido[2,3-d]pyrimidin-4-amine